4,9,24,26-tetrazatetracyclo[20.6.2.21,4.025,29]dotriaconta-22(30),23,25(29)-triene C123CCN(CCCCNCCCCCCCCCCCCC=4C=NC(NCC1)=C2C4)CC3